tert-butyl (3-((3,3-difluorocyclopentyl)sulfonyl)phenyl)carbamate FC1(CC(CC1)S(=O)(=O)C=1C=C(C=CC1)NC(OC(C)(C)C)=O)F